(2-nitrophenyl)-N-(pyridin-2-yl)-2-(4-(trifluoromethyl)phenyl)oxazole-4-carboxamide [N+](=O)([O-])C1=C(C=CC=C1)C1=C(N=C(O1)C1=CC=C(C=C1)C(F)(F)F)C(=O)NC1=NC=CC=C1